2-(5-Cyclobutyl-4-((2S,5R)-2,5-dimethylpiperazin-1-yl)-7H-pyrrolo[2,3-d]pyrimidin-7-yl)isonicotinonitrile C1(CCC1)C1=CN(C=2N=CN=C(C21)N2[C@H](CN[C@@H](C2)C)C)C=2C=C(C#N)C=CN2